NC=1N(C(=CC1)C)C1C(=C(C=CC1(C)OCC1C(CC1)N)O)C 2-Amino-6-((2-aminocyclobutyl)methoxy)-1-(3-hydroxy-2,6-dimethylphenyl)-5-methyl-1H-pyrrole